2-chloro-4,5-dihydro-1,3-dimethyl-1H-imidazolium chloride [Cl-].ClC=1N(CC[N+]1C)C